[Zn].[Ce].[Ag] silver cerium zinc